C1(=CC=CC=C1)C1N(CCC2=CC=CC=C12)C(=O)C=1NC=CN1 1-phenyl-3,4-dihydro-1H-isoquinoline-2-carbonyl-imidazole